FC(F)(F)P(C1=CC=C(C=C1)N1CCCC1)C1=CC=C(C=C1)N1CCCC1 1'-(((trifluoromethyl)phosphanediyl)bis(4,1-phenylene))dipyrrolidine